OC1C(CC12CCN(CC2)C(CCOC)=O)C2N1C(C=3C=CC=CC23)=CN=C1 1-[3-Hydroxy-2-(5H-imidazo[1,5-b]isoindol-5-yl)-7-azaspiro[3.5]nonan-7-yl]-3-methoxy-propan-1-on